2-bromo-2,2-difluoro-N'-[5-[5-fluoro-6-[(1S)-2,2,2-trifluoro-1-methyl-ethoxy]-3-pyridyl]-6-methyl-pyrazin-2-yl]acetohydrazide BrC(C(=O)NNC1=NC(=C(N=C1)C=1C=NC(=C(C1)F)O[C@H](C(F)(F)F)C)C)(F)F